(1aR,5aR)-2-(2,4-Dichloro-phenyl)-1a,2,5,5a-tetrahydro-1H-2,3-diaza-cyclopropa[a]pentalene-4-carboxylic acid (1-phenyl-cyclopropyl)-amide C1(=CC=CC=C1)C1(CC1)NC(=O)C=1C=2C[C@@H]3[C@H](C2N(N1)C1=C(C=C(C=C1)Cl)Cl)C3